FC(C)(F)C1=CC=CC(=N1)C 6-(1,1-difluoroethyl)-2-methylpyridin